ClC1=C(C=CC(=C1)OCCN1[C@H](CNCC1)C)C=1N(C2=NC=NC(=C2N1)OC1(CC1)C)CC1=NC=CC(=C1)Cl (S)-8-(2-chloro-4-(2-(2-methylpiperazin-1-yl)ethoxy)phenyl)-9-((4-chloropyridin-2-yl)methyl)-6-(1-methylcyclopropoxy)-9H-purine